CO[C@@H]1[C@@H]([C@H](O[C@H]1N2C=NC3=C2N=CNC3=O)CO)O The molecule is inosine carrying a methyl substituent on the hydroxy group at position 2' on the ribose ring. It has a role as a metabolite. It derives from an inosine.